1,N4-Dimethyl-1,4-butanediamine CC(CCCNC)N